CC1(CCNCC1)CN1CCN(CC1)C=1C=C2CN(C(C2=CC1)=O)[C@@H]1C(NC(CC1)=O)=O (S)-3-(5-(4-((4-methylpiperidin-4-yl)methyl)piperazin-1-yl)-1-oxoisoindolin-2-yl)piperidine-2,6-dione